(R)-9-hydroxy-6,7,8,9-tetrahydro-5H-cyclohepta[b]pyridine O[C@@H]1CCCCC=2C1=NC=CC2